N-[(1R)-1-(4-acetyl-2-chloro-3,5-diethoxyphenyl)ethyl]-2-methylpropane-2-sulfinamide C(C)(=O)C1=C(C(=C(C=C1OCC)[C@@H](C)NS(=O)C(C)(C)C)Cl)OCC